N1N=CC2=CC(=CC=C12)C1=NOCC1 (RS)-3-(1H-indazol-5-yl)-4,5-dihydroisoxazol